4-(2,2-dimethyl-1,3-dioxan-4-yl)-1-(4-(trifluoromethyl)phenyl)-1H-pyrazolo[3,4-b]pyridine-3-carbonitrile CC1(OCCC(O1)C1=C2C(=NC=C1)N(N=C2C#N)C2=CC=C(C=C2)C(F)(F)F)C